3-chloro-4-iodo-N-(4-methoxybenzyl)-N-(methyl-d)pyridin-2-amine-6-d ClC=1C(=NC(=CC1I)[2H])N(C[2H])CC1=CC=C(C=C1)OC